6-[5-[3-[(4-fluoro-2,3-dihydro-1H-inden-2-yl)amino]-2-hydroxypropyl]-2-oxo-1,3-oxazolidin-3-yl]-4H-pyrazino[2,3-B][1,4]oxazin-3-one FC1=C2CC(CC2=CC=C1)NCC(CC1CN(C(O1)=O)C1=NC2=C(OCC(N2)=O)N=C1)O